5-(propane-1-yn-1-yl)-1H-indazole-7-carboxylic acid C(#CC)C=1C=C2C=NNC2=C(C1)C(=O)O